(R)-6-methyl-8-(1-(phenylamino)ethyl)-2-(piperidin-1-yl)quinolin-4(1H)-one CC=1C=C2C(C=C(NC2=C(C1)[C@@H](C)NC1=CC=CC=C1)N1CCCCC1)=O